(E)-2-methoxy-benzamide COC1=C(C(=O)N)C=CC=C1